(2R,4R)-1-(3-chloro-2-fluorobenzyl)-4-((4-ethyl-5-fluoro-6-((5-methyl-1H-pyrazol-3-yl)amino)pyridin-2-yl)methyl)-2-methyl-piperidine-4-carboxylic acid ClC=1C(=C(CN2[C@@H](C[C@@](CC2)(C(=O)O)CC2=NC(=C(C(=C2)CC)F)NC2=NNC(=C2)C)C)C=CC1)F